[Li].[Ti] titanium compound with lithium